C(C)(C)(C)C#CC tert-butylmethylacetylene